3-Methoxy-methyl-1-butanol COC(CC(O)C)C